CN1CCN(CC1)C(=O)C=1C=NN2C1C=C(C=C2)C2=CNC1=NC=C(C=C12)C1=CC=CC=C1 (4-methylpiperazin-1-yl)(5-(5-phenyl-1H-pyrrolo[2,3-b]pyridin-3-yl)pyrazolo[1,5-a]pyridin-3-yl)methanone